N1=NC(N=C1)=C1N=NC=N1 bis-Triazol